C(=O)[O-].N(N)CS[NH2+]N hydrazinomethyl-thiohydrazinium formate